3,5-diisopropyloxybenzoic acid C(C)(C)OC=1C=C(C(=O)O)C=C(C1)OC(C)C